CNC(=O)C1CN(S(C=2N1C(C=C(C2C2=CC(=CC=C2)C(F)(F)F)CC2=CC=CC1=CC=CC=C21)=O)(=O)=O)C N,2-dimethyl-8-(naphthalen-1-ylmethyl)-6-oxo-9-(3-(trifluoromethyl)phenyl)-3,4-dihydro-2H,6H-pyrido[1,2-e][1,2,5]thiadiazine-4-carboxamide 1,1-dioxide